C(C)OC=1C=C(C(=NC1)C=1C=C(C=CC1)C)C=1C=C2C=NNC2=CC1 5-(5-Ethoxy-2-m-tolylpyridin-3-yl)-1H-indazole